1-methyl-1H-pyrrolo[2,3-b]pyridine-5-boronic acid pinacol ester CN1C=CC=2C1=NC=C(C2)B2OC(C)(C)C(C)(C)O2